Ethyl 5-chloropyrazolo[1,5-a]pyrimidine-3-carboxylate ClC1=NC=2N(C=C1)N=CC2C(=O)OCC